[H-].[AsH3] arsine hydride